C(C)(CC)C1OCC2(CO1)[C@@H](CC[C@H](C2)C)C(C)C (7S,10R)-3-(sec-butyl)-7-isopropyl-10-methyl-2,4-dioxaspiro[5.5]undecane